FC(C1=CC=C(C=CC(=O)O)C=C1)(F)F 4-trifluoromethyl-cinnamic acid